ClC1=CC=C(CN2C(=NC=3N(C(N(C(C23)=O)CCCO)=O)C)C#CCOC2CCCCC2)C=C1 (4-chlorobenzyl)-8-(3-(cyclohexyloxy)prop-1-yn-1-yl)-1-(3-hydroxypropyl)-3-methyl-3,7-dihydro-1H-purine-2,6-dione